4-bromo-5-ethyl-1-methyl-1H-pyrazole BrC=1C=NN(C1CC)C